4-((3-chloro-2,4-difluorophenyl)amino)-6-nitroquinazolin-7-ol ClC=1C(=C(C=CC1F)NC1=NC=NC2=CC(=C(C=C12)[N+](=O)[O-])O)F